C1C(CC2CCCCC12)/C=C/C(=O)OC methyl (2E)-3-(octahydro-1H-inden-2-yl)prop-2-enoate